(S)-3-amino-N-(5,5-difluoropiperidin-3-yl)-6-(5-fluoro-2-(1-(2-hydroxy-2-methylpropyl)-1H-pyrazol-4-yl)pyridin-4-yl)pyrazine-2-carboxamide NC=1C(=NC(=CN1)C1=CC(=NC=C1F)C=1C=NN(C1)CC(C)(C)O)C(=O)N[C@@H]1CNCC(C1)(F)F